Tri(3-methyl-2-pentyl)citrat CC(C(C)C(C(C(C(=O)[O-])(C(C)C(CC)C)C(C)C(CC)C)(O)C(=O)[O-])C(=O)[O-])CC